5-(benzyloxy)-6-(1,3-dioxolan-2-yl)pyridine-2-carboxylic acid C(C1=CC=CC=C1)OC=1C=CC(=NC1C1OCCO1)C(=O)O